8-(methylsulfonyl)-3-(2-(5-phenylhexahydropyrrolo[3,4-c]pyrrol-2(1H)-yl)ethyl)-2,8-diazaspiro[4.5]decan-1-one CS(=O)(=O)N1CCC2(CC(NC2=O)CCN2CC3CN(CC3C2)C2=CC=CC=C2)CC1